CC1=CC=C(C=C1)S(=O)(=O)O (1s,3s)-4-methylbenzenesulfonic acid